C(N)(=O)C1=CC=C(C[C@H](N)C(=O)O)C=C1 4-carbamoyl-L-phenylalanine